OC1=C2C(=NN(C2=CC(=C1)C(=N)N)C)C hydroxy-1,3-dimethyl-indazole-6-carboxamidine